1,4,7,10-tetraazacyclododecane-1,7-dicarboxylic acid dibenzyl ester trifluoroacetate FC(C(=O)O)(F)F.C(C1=CC=CC=C1)OC(=O)N1CCNCCN(CCNCC1)C(=O)OCC1=CC=CC=C1